5-cyclopropyl-3-(trifluoromethyl)-1H-pyrazole-4-carboxylic acid ethyl ester C(C)OC(=O)C=1C(=NNC1C1CC1)C(F)(F)F